FC(C1=CC=C(CN2C=3N(C4=C(C2=O)CN(CC4)C(=O)OCC4=CC=CC=C4)CCCN3)C=C1)(F)F benzyl 6-(4-trifluoromethylbenzyl)-5-oxo-1,5,6,8,9,10-hexahydropyrido[3,4-e]pyrimido[1,2-a]pyrimidine-3(4H)-carboxylate